3-(Bromomethyl)-1-[(2-chlorophenyl)methyl]-5-(2-methoxyphenyl)-1H-pyrazole BrCC1=NN(C(=C1)C1=C(C=CC=C1)OC)CC1=C(C=CC=C1)Cl